7-(trifluoromethyl)-1H-indazole-5-carboxamide FC(C=1C=C(C=C2C=NNC12)C(=O)N)(F)F